1-[5-(5-chloro-2-methoxypyridin-4-yl)-1H-pyrazole-3-carbonyl]-N-[(1-methyl-1H-imidazol-2-yl)methyl]piperidine-4-carboxamide ClC=1C(=CC(=NC1)OC)C1=CC(=NN1)C(=O)N1CCC(CC1)C(=O)NCC=1N(C=CN1)C